O1C=NC=CC=NC=CC=NC(C=C1)=O oxa[3,7,11]triazacyclotetradecin-12-one